C1(=CC=C(C=C1)CNC1=CC=CC=C1)C1=CC=CC=C1 N-([1,1'-biphenyl]-4-ylmethyl)aniline